FC=1C=C(C=CC1OC1=CC=CC=C1)C1=NC2=CC(=C(C=C2C(=N1)N)OCCCN1CCOCC1)OC (3-fluoro-4-phenoxyphenyl)-7-methoxy-6-(3-morpholinopropoxy)quinazolin-4-amine